Cl.CC=1N=C(C=2N(C1C=1C=C3N=CC=NC3=CC1)N=CC2)N2CCC1(CC2)[C@@H](C=2C(=NC=CC2)C1)N (5S)-1'-(6-methyl-7-quinoxalin-6-yl-pyrazolo[1,5-a]pyrazin-4-yl)spiro[5,7-dihydro-cyclopenta[b]pyridin-6,4'-piperidin]-5-amine hydrochloride